2-(2-(2-(2-hydroxyethoxy)ethoxy)ethyl)acetamide (S)-ethyl-2-amino-3-phenylpropanoate Hydrochloride Cl.C(C)OC([C@H](CC1=CC=CC=C1)N)=O.OCCOCCOCCCC(=O)N